CN([N@+]1([C@H](C=C[C@H](C1)C1=CC(=CC(=C1)C)C)C1=CC(=CC(=C1)C)C)[O-])C (1S,2R,5S)-1-(dimethylamino)-2,5-bis(3,5-dimethylphenyl)-2,5-dihydropyridine 1-oxide